monoethylether C(C)OCC